ClC=1C=C(C=CC1C)NC(CC(C)C1=CC(=CC=C1)NC1C(N(C(C1)=O)C1C(NC(CC1)=O)=O)=O)=O N-(3-chloro-4-methylphenyl)-3-(3-((1-(2,6-dioxopiperidin-3-yl)-2,5-dioxopyrrolidin-3-yl)amino)phenyl)butanamide